Methyl 4-((4-((2-aminoethyl)carbamoyl)benzyl)thio)-3-methyl-4-oxobutanoate NCCNC(=O)C1=CC=C(CSC(C(CC(=O)OC)C)=O)C=C1